NC1=C(SC=2N=C(N=C(C21)C)C)C(=O)NC2CC=1C=C(C(=NC1CC2)N2CC(C(C2)N)(C)OC)F 5-amino-N-[2-(4-amino-3-methoxy-3-methylpyrrolidin-1-yl)-3-fluoro-5,6,7,8-tetrahydroquinolin-6-yl]-2,4-dimethylthieno[2,3-d]pyrimidine-6-carboxamide